BrC1=C(OCCN2C[C@@H](N([C@@H](C2)C)CC(=O)OC(C)(C)C)C)C=CC(=C1)[N+](=O)[O-] tert-Butyl 2-((2S,6R)-4-(2-(2-bromo-4-nitrophenoxy)ethyl)-2,6-dimethylpiperazin-1-yl)acetate